C(C1=CC=CC=C1)[C@@H]1N(OCC1)C1=CC(=NC=N1)NC=1C(=CC(=C(C1)C(C(=O)N)=C)N1CCN(CC1)C1CC1)OC (5-((6-((S)-3-benzylisoxazolidin-2-yl)pyrimidin-4-yl)amino)-2-(4-cyclopropylpiperazin-1-yl)-4-methoxyphenyl)acrylamide